N2-(1-cyclopropylsulfonylindazol-4-yl)-N4-(2-methoxyethyl)-5-(trifluoromethyl)pyrimidine-2,4-diamine C1(CC1)S(=O)(=O)N1N=CC2=C(C=CC=C12)NC1=NC=C(C(=N1)NCCOC)C(F)(F)F